OC1(CCC2(OCCO2)CC1)C1=CC=C(C=N1)N1CCC(CC1)C(=O)N(C)C 1-(6-(8-hydroxy-1,4-dioxaspiro[4.5]decan-8-yl)pyridin-3-yl)-N,N-dimethylpiperidine-4-carboxamide